C(C)C=1C=NN2C1N=C(C=C2NCC=2C=CC(=NC2)O)N2[C@@H](CCCC2)CCO (S)-5-(((3-ethyl-5-(2-(2-hydroxyethyl)piperidin-1-yl)pyrazolo[1,5-a]pyrimidin-7-yl)amino)methyl)pyridin-2-ol